C=CCCCCOC(=O)NC=1C=C2C(=CNC2=CC1)C1CCN(CC1)CCCCC 5-(1-hexen-6-yloxy)carbonylamino-3-(1-pentylpiperidin-4-yl)-1H-indole